ClC1=C(C(=O)N2COC3=C(C2)C=CC=C3C3=CC(=C(C(=O)O)C=C3F)N3C2COCC3CC2)C(=CC(=C1)N1CC(C1)OC1COC1)Cl 4-[3-[2,6-Dichloro-4-[3-(oxetan-3-yloxy)azetidin-1-yl]benzoyl]-2,4-dihydro-1,3-benzoxazin-8-yl]-5-fluoro-2-(3-oxa-8-azabicyclo[3.2.1]octan-8-yl)benzoic acid